BrC1=CC=C(C=C1)C1=CC(=NC(N1)=O)C1=CC=C(C=C1)CN1CCN(CC1)CCO 6-(4-bromophenyl)-4-(4-{[4-(2-hydroxyethyl)piperazin-1-yl]methyl}phenyl)-1,2-dihydropyrimidin-2-one